C(C)(C)(C)OC(=O)N(C(=O)OC(C)(C)C)C1=C(C=CC=C1OC)C#N.BrCC(=O)NC1=C(C=C(C=C1)C(F)(F)F)Cl 2-bromo-N-(2-chloro-4-(trifluoromethyl)phenyl)acetamide di-tert-butyl-(2-cyano-6-methoxyphenyl)-2-imidodicarbonate